ethyl (4-((4-amino-2-butyl-1H-imidazo[4,5-c]quinolin-1-yl)methyl)phenyl)carbamate NC1=NC=2C=CC=CC2C2=C1N=C(N2CC2=CC=C(C=C2)NC(OCC)=O)CCCC